2-(4-fluoro-2-methylphenoxy)-6-methylnicotinic acid methyl ester COC(C1=C(N=C(C=C1)C)OC1=C(C=C(C=C1)F)C)=O